5-(2-chloro-4-trifluoromethyl-phenyl)-4-methoxy-pyridin ClC1=C(C=CC(=C1)C(F)(F)F)C=1C(=CC=NC1)OC